N-ethyl-piperidinium isobutyrate C(C(C)C)(=O)[O-].C(C)[NH+]1CCCCC1